C(CCCC)N1C(C2=CC=CC=C2CC1)=O pentyl-3,4-dihydroisoquinolin-1(2H)-one